hexamethyleneglycol e-bis[3-(3,5-di-tert-butyl-4-hydroxyphenyl)propionate] C(C)(C)(C)C=1C=C(C=C(C1O)C(C)(C)C)CCC(=O)OCCCCCCOC(CCC1=CC(=C(C(=C1)C(C)(C)C)O)C(C)(C)C)=O